C(C)N1C(NC2=C(C(=CC=3C2=C1N=CN3)CN3CCN(CC3)C=3C=CC(=NC3C)C(=O)N[C@H]3CN(CC3)C)F)=O (R)-5-(4-((3-ethyl-9-fluoro-2-oxo-2,3-dihydro-1H-pyrimido[4,5,6-de]quinazolin-8-yl)methyl)piperazin-1-yl)-6-methyl-N-(1-methylpyrrolidin-3-yl)picolinamide